N-(2-chloro-5-methylpyrimidin-4-yl)-1H-indazol-5-amine ClC1=NC=C(C(=N1)NC=1C=C2C=NNC2=CC1)C